OC1=C(CS(=O)(=O)O)C=CC=C1 ortho-hydroxytoluenesulfonic acid